N1=C(C=CC=C1)SSCCC(=O)NCCCCCC(=O)ON1C(C(CC1=O)S(=O)(=O)O)=O sulfosuccinimidyl 6-[3-(2-pyridyldithio) propionamido]hexanoate